tris(diphenylmethyleneacetone) dipalladium [Pd].[Pd].C1(=CC=CC=C1)C(C1=CC=CC=C1)=CC(C)=O.C1(=CC=CC=C1)C(C1=CC=CC=C1)=CC(C)=O.C1(=CC=CC=C1)C(C1=CC=CC=C1)=CC(C)=O